di-leucine acetate C(C)(=O)O.N[C@@H](CC(C)C)C(=O)O.N[C@@H](CC(C)C)C(=O)O